F[C@H]([C@H](C1=CC=2CCC2C=C1F)N[S@](=O)C(C)(C)C)CC1C(NC(N(C1=O)C1CCOCC1)=O)=O (R)-N-((1S,2S)-2-fluoro-1-(4-fluorobicyclo[4.2.0]octan-1(6),2,4-trien-3-yl)-3-(2,4,6-trioxo-1-(tetrahydro-2H-pyran-4-yl)hexahydropyrimidin-5-yl)propyl)-2-methylpropane-2-sulfinamide